5-(3-nitro-4-chlorophenyl)-5,6-dihydropyrido[2,3-d]pyrimidine-4,7(3H,8H)-dione [N+](=O)([O-])C=1C=C(C=CC1Cl)C1CC(NC=2N=CNC(C21)=O)=O